3-(7-(4-(dimethoxymethyl)piperidin-1-yl)-2,3-dihydro-4H-benzo[b][1,4]oxazin-4-yl)piperidine-2,6-dione COC(C1CCN(CC1)C=1C=CC2=C(OCCN2C2C(NC(CC2)=O)=O)C1)OC